NCCOCCCCCOC1CCN(CC1)C(=O)OC(C)(C)C tert-butyl 4-[5-(2-aminoethoxy)pentoxy]piperidine-1-carboxylate